FC(C1(CC1)/C=C/C(=O)OCC)(F)F ethyl (E)-3-(1-(trifluoromethyl)cyclopropyl)acrylate